CN1N=CN=C1C(=O)NCC=1C=C2C(=C(NC2=CC1)C1CCOCC1)C 1-methyl-N-((3-methyl-2-(tetrahydro-2H-pyran-4-yl)-1H-indol-5-yl)methyl)-1H-1,2,4-triazole-5-carboxamide